ClC=1C(=NC(=NC1)N[C@H](CO)C)C1=CC=C2CN(C(C2=C1)=O)[C@@H](C(=O)N[C@H](C)C1=CC(=CC(=C1)N1CCN(CC1)C)F)C (2R)-2-[6-(5-chloro-2-{[(2S)-1-hydroxypropan-2-yl]amino}pyrimidin-4-yl)-1-oxo-2,3-dihydro-1H-isoindol-2-yl]-N-[(1R)-1-[3-fluoro-5-(4-methylpiperazin-1-yl)phenyl]ethyl]propanamide